(R)-2-amino-3-(1H-imidazol-4-yl)-2-methylpropanoic acid N[C@@](C(=O)O)(CC=1N=CNC1)C